FC(OC1=C(CN2C(C(=CC=3C2=NC(=CN3)C)C3CCN(CC3)C3=C(C=CC=C3C)F)=O)C=CC=C1)F 5-(2-(difluoromethoxy)benzyl)-7-(1-(2-fluoro-6-methylphenyl)piperidin-4-yl)-3-methylpyrido[2,3-b]pyrazin-6(5H)-one